COC1=CC=C(CN2C=NC(=C2)C2=C(C=CC=C2)C=2CCN(CC2)C)C=C1 4-(2-(1-(4-methoxybenzyl)-1H-imidazol-4-yl)phenyl)-1-methyl-1,2,3,6-tetrahydropyridine